C1=NCCCC12CNCCC2 2,8-diazaspiro[5.5]undecene